4-chlorobenzyl (S)-(4-(1-(3-fluoroisonicotinamido)eth-yl)phenyl)carbamate FC1=C(C(=O)N[C@@H](C)C2=CC=C(C=C2)NC(OCC2=CC=C(C=C2)Cl)=O)C=CN=C1